methyl (S,E)-(7-(dimethylamino)-1-((1-((6-fluoro-7-isobutyl-3H-imidazo[4,5-b]pyridin-2-yl)methyl)-6-methyl-2-oxo-1,2-dihydropyridin-3-yl)amino)-1,7-dioxohept-5-en-2-yl)carbamate CN(C(/C=C/CC[C@@H](C(=O)NC=1C(N(C(=CC1)C)CC1=NC=2C(=NC=C(C2CC(C)C)F)N1)=O)NC(OC)=O)=O)C